C(CC1=CC=CC=C1)C(=O)[O-] phenethylformate